CC(CO)(C)NCC(C)S(=O)(=O)O 3-[(1,1-dimethyl-2-hydroxyethyl)amino]-2-propanesulfonic acid